4,4,5,5-tetramethyl-2-[3-[(1S)-3-(trifluoromethoxy)cyclopentyl]phenyl]-1,3,2-dioxaborolane CC1(OB(OC1(C)C)C1=CC(=CC=C1)[C@@H]1CC(CC1)OC(F)(F)F)C